2,3-dihydro-3-methyl-N-[3-[[(3-methylcyclohexyl)oxy]methyl]phenyl]-2-oxo-1H-imidazole-4-carboxamide CN1C(NC=C1C(=O)NC1=CC(=CC=C1)COC1CC(CCC1)C)=O